maleic acid, ethyl methyl ester C(\C=C/C(=O)OC)(=O)OCC